ClC1=C(C(=CC=C1)Cl)C1=NOC(=C1C(=O)N1CCN(CC1)C=1C=CC2=C(C=C(O2)C(=O)O)C1C)C(C)C 5-{4-[3-(2,6-dichloro-phenyl)-5-isopropyl-isoxazole-4-carbonyl]-piperazin-1-yl}-4-methyl-benzofuran-2-carboxylic acid